[2-[3-[[2-(1,3-Benzodioxol-5-yl)-1-methyl-2-oxo-ethyl]-methyl-amino]-1,1-dimethyl-3-oxo-propyl]-3,5-dimethyl-phenyl] acetate C(C)(=O)OC1=C(C(=CC(=C1)C)C)C(CC(=O)N(C)C(C(=O)C1=CC2=C(OCO2)C=C1)C)(C)C